ortho-fluorobenzamide FC1=C(C(=O)N)C=CC=C1